C1C2=C(CCNC1)OC1=C2C=C(C=C1)O 2,3,4,5-tetrahydro-1H-benzofuro[2,3-d]azepin-9-ol